3-(1-Oxo-6-(1-(1-(piperidine-4-carbonyl)azetidin-3-yl)piperidin-4-yl)isoindolin-2-yl)piperidine-2,6-dione O=C1N(CC2=CC=C(C=C12)C1CCN(CC1)C1CN(C1)C(=O)C1CCNCC1)C1C(NC(CC1)=O)=O